C(OC(C)(C)C)(OC1=CC2=C(NC(=N2)S(=O)CC2=NC=C(C(=C2C)OC)C)C=C1)=O tert-butyl (2-(((4-methoxy-3,5-dimethylpyridin-2-yl)methyl)sulfinyl)-1H-benzo[d]imidazol-5-yl) carbonate